N1(CCNCC1)C=1C=CC(=NC1)NC=1C=CC(=C2CNC(C12)=O)C1=CN=C2N1CCCC2 7-[(5-piperazin-1-yl-2-pyridyl)amino]-4-(5,6,7,8-tetrahydroimidazo[1,2-a]pyridin-3-yl)isoindolin-1-one